N-Methyl-3-(((7-(oxazol-5-yl)-2,3-dihydrofuro[3,2-c]pyridin-4-yl)amino)methyl)benzamide CNC(C1=CC(=CC=C1)CNC1=NC=C(C2=C1CCO2)C2=CN=CO2)=O